5-((5-(2-(azetidin-3-ylmethoxy)-6-methoxyphenyl)-1H-pyrazol-3-yl)amino)pyrazine-2-carbonitrile N1CC(C1)COC1=C(C(=CC=C1)OC)C1=CC(=NN1)NC=1N=CC(=NC1)C#N